C(C1=CC=CC=C1)OC(=O)[C@H]1N([C@H]2C[C@]2(C1)C)C(CNC(C1=C(C=CC=C1)OC1=CC=CC=C1)=O)=O (1S,3S,5S)-5-methyl-2-((2-phenoxybenzoyl)glycyl)-2-azabicyclo[3.1.0]hexane-3-carboxylic acid benzyl ester